(3-chloroimidazo[1,2-b]pyridazin-6-yl)-N-(pyridin-4-yl)-7H-pyrrolo[2,3-d]pyrimidin-2-amine ClC1=CN=C2N1N=C(C=C2)C=2C1=C(N=C(N2)NC2=CC=NC=C2)NC=C1